OC1=C2C(C=C(OC2=C(C(=C1)OC)CC=C(C)C)C)=O 5-hydroxy-7-methoxy-2-methyl-8-(3-methylbut-2-enyl)chromen-4-one